tert-butyl 6-((5-bromopyrrolo[2,1-f][1,2,4]triazin-2-yl)amino)-2-azaspiro[3.3]heptane-2-carboxylate BrC=1C=CN2N=C(N=CC21)NC2CC1(CN(C1)C(=O)OC(C)(C)C)C2